C1(=CC=CC=C1)C=1C=C(C=NC1)C=C1C(NC(S1)=O)=O 5-((5-phenylpyridin-3-yl)methylene)thiazolidine-2,4-dione